Cl.CC1CNCCC1 3-methylpiperidine hydrochloride